methyl 2-[(2,6-difluoro-4-pyridinyl) amino]-5-methyl-thiazole-4-carboxylate FC1=NC(=CC(=C1)NC=1SC(=C(N1)C(=O)OC)C)F